(R)-5-((9H-purin-6-yl)amino)-2-methyl-N-(1-(naphthalen-1-yl)ethyl)benzamide N1=CN=C2NC=NC2=C1NC=1C=CC(=C(C(=O)N[C@H](C)C2=CC=CC3=CC=CC=C23)C1)C